FC(C1=NN=C2N1CCN(C2)C(=O)NCCCCCCCCCCCC(=O)O)(F)F 12-(3-(trifluoromethyl)-5,6,7,8-tetrahydro-[1,2,4]triazolo[4,3-a]pyrazine-7-carboxamido)dodecanoic acid